3-chloro-4-[(3,5-difluoropyridin-2-yl)methoxy]-2'-[3-(2-hydroxypropan-2-yl)-2-oxopyrazin-1-yl]-5',6-dimethyl-[1,4'-bipyridin]-2-one ClC=1C(N(C(=CC1OCC1=NC=C(C=C1F)F)C)C1=CC(=NC=C1C)N1C(C(=NC=C1)C(C)(C)O)=O)=O